(3,5-dichloro-4-((1-oxo-1,2,3,4-tetrahydroisoquinolin-7-yl)oxy)phenyl)-5-oxo-4,5-dihydro-1,2,4-oxadiazole-3-carboxamide ClC=1C=C(C=C(C1OC1=CC=C2CCNC(C2=C1)=O)Cl)N1C(=NOC1=O)C(=O)N